ClC=1N=C(C2=CC(=CC=C2C1)OC)OCC(=O)OC methyl 2-[(3-chloro-7-methoxy-1-isoquinolyl)oxy]acetate